N1(C=NC=C1)CCN(C(=O)NC1=CC=C(C=C1)Cl)C1=C(C=C(C(=O)NC2=CC=C(C=C2)Cl)C=C1)C 4-{1-[2-(1H-imidazol-1-yl)ethyl]-3-(4-chlorophenyl)ureido}-N-(4-chlorophenyl)-3-methylbenzamide